CC1OC(CNC1)C1=CC=CC=C1 2-Methyl-6-phenyl-3,6-dihydro-4H-[1,4]oxazin